6,7-dichloro-N-[5-(difluoromethoxy)-3-methoxypyridin-2-yl]-1H-indole-3-sulfonamide ClC1=CC=C2C(=CNC2=C1Cl)S(=O)(=O)NC1=NC=C(C=C1OC)OC(F)F